(2R,4R)-6-chloro-4-hydroxy-N-(3-{4-[(3S)-3-(trifluoromethoxy)piperidine-1-carbonyl]-1H-imidazol-1-yl}bicyclo[1.1.1]pentan-1-yl)-3,4-dihydro-2H-1-benzopyran-2-carboxamide ClC=1C=CC2=C([C@@H](C[C@@H](O2)C(=O)NC23CC(C2)(C3)N3C=NC(=C3)C(=O)N3C[C@H](CCC3)OC(F)(F)F)O)C1